N[C@H](CC1=C(C2=NC(=CC(=C2O1)NCC=1SC=CC1)Cl)C#N)[C@H](C)F 2-[(2R,3S)-2-amino-3-fluorobutyl]-5-chloro-7-[(thiophen-2-ylmethyl)amino]furo[3,2-b]pyridine-3-carbonitrile